C[Si](CCOCN1C(=NC=C1)C=1C=C(C=CC1)B(O)O)(C)C (3-(1-((2-(trimethylsilyl)ethoxy)methyl)-1H-imidazol-2-yl)phenyl)boronic acid